3-(oxiranylmethoxy)propylsilane O1C(C1)COCCC[SiH3]